pyruvoyl chloride C(C(=O)C)(=O)Cl